C1(=CC=CC=C1)CCCCCCCCO 8-phenyl-1-octanol